(S)-10-((dimethylamino)methyl)-4-ethyl-4-hydroxy-9-(piperidin-4-ylmethoxy)-1,12-dihydro-14H-pyrano[3',4':6,7]indolizino[1,2-b]quinoline-3,14(4H)-dione TFA salt OC(=O)C(F)(F)F.CN(C)CC=1C=2C=C3C(=NC2C=CC1OCC1CCNCC1)C1=CC2=C(C(N1C3)=O)COC([C@]2(O)CC)=O